BrC=1C=C(C(=NC1)C)C(C(=O)N)CC (5-bromo-2-methylpyridin-3-yl)butyramide